C(C)OS(=O)(=O)[O-].C(C)[NH2+]CC diethylammonium ethyl-sulfate